5-fluoro-N-(5-fluoroquinolin-6-yl)quinazolin-4-amine FC1=C2C(=NC=NC2=CC=C1)NC=1C(=C2C=CC=NC2=CC1)F